N-[(5-Chlorothiophen-2-yl)methyl]-3-(piperidin-4-yl)-1H-pyrazol-5-amin ClC1=CC=C(S1)CNC1=CC(=NN1)C1CCNCC1